C(C1=CC=CC=C1)OCCCC(C)C 1-(benzyloxy)-4-methylpentan